1-ethyl-3-(1,1,2,2,2-pentafluoroethyl)-4-(trifluoroethyl)-1H-pyrazole-5-carboxamide C(C)N1N=C(C(=C1C(=O)N)CC(F)(F)F)C(C(F)(F)F)(F)F